2-[2-(2-chlorothiazol-5-yl)-2-hydroxy-ethyl]sulfanyl-6-hydroxy-3-methyl-5-phenyl-pyrimidin-4-one ClC=1SC(=CN1)C(CSC1=NC(=C(C(N1C)=O)C1=CC=CC=C1)O)O